N-[4-(1H-Indazol-1-yl)-3-sulfamoylphenyl]Acetamide N1(N=CC2=CC=CC=C12)C1=C(C=C(C=C1)NC(C)=O)S(N)(=O)=O